(cis)-3-((6-(4-(bromoethynyl)-2-(ethoxymethoxy)phenyl)-5-methylpyridazin-3-yl)amino)-1-methylcyclobutane-1-ol BrC#CC1=CC(=C(C=C1)C1=C(C=C(N=N1)NC1CC(C1)(O)C)C)OCOCC